CN1N=C2C=CC=C(C2=C1)C1=NN(C2=C(C=CC=C12)C)C=1C=CC(=NC1)N1[C@H]2C[C@@H]([C@@H](C1)C2)C(=O)O (1R,4S,5S)-2-(5-{2',7-dimethyl-1H,2'H-[3,4'-biindazol]-1-yl}pyridin-2-yl)-2-azabicyclo[2.2.1]heptane-5-carboxylic acid